mono-hydroxymethyl-sodium phenolate C1(=CC=CC=C1)[O-].OC[Na]